N-arachidyl-acrylamide C(CCCCCCCCCCCCCCCCCCC)NC(C=C)=O